bis(hydroxymethyl-phenyl)phenyl-sulfonium benzyl-(3aS,7R,7aR)-7-hydroxy-2,2-dimethyl-4,6,7,7a-tetrahydro-3aH-[1,3]dioxolo[4,5-c]pyridine-5-carboxylate C(C1=CC=CC=C1)OC(=O)N1C[C@H]2[C@@H]([C@@H](C1)O)OC(O2)(C)C.OCC2=C(C=CC=C2)[S+](C2=CC=CC=C2)C2=C(C=CC=C2)CO